tert-butyl 4-(4-(5-(2-chloropyrimidin-4-yl)-4-(2-fluoro-3-(propylsulfonamido)phenyl)thiazol-2-yl)piperidine-1-carbonyl)piperidine-1-carboxylate ClC1=NC=CC(=N1)C1=C(N=C(S1)C1CCN(CC1)C(=O)C1CCN(CC1)C(=O)OC(C)(C)C)C1=C(C(=CC=C1)NS(=O)(=O)CCC)F